4-chloro-2-methoxy-5-(trifluoromethyl)pyrimidine ClC1=NC(=NC=C1C(F)(F)F)OC